3-Hydroxypropyl (R)-5-(1,2-dithiolan-3-yl)pentanoate S1S[C@@H](CC1)CCCCC(=O)OCCCO